C(CC)(=O)OC=1C(=NC=CC1OC)C(N[C@H](C(=O)NN(C)C(C1=CC(=CC=C1)C1CC1)C1=CC(=CC=C1)C1CC1)C)=O (S)-2-((1-(2-(bis(3-cyclopropylphenyl)methyl)-2-methylhydrazineyl)-1-oxopropan-2-yl)carbamoyl)-4-methoxypyridin-3-yl propionate